ClC=1C2=CN(N=C2C=CC1B1OC(C)(C)C(C)(C)O1)C(F)F (4-Chloro-2-(difluoromethyl)-2H-indazol-5-yl)boronic acid pinacol ester